bicyclo[1.1.1]pentan-1-yl(3-(4,4-bis(methoxymethyl)-cyclohexyl)-2-((methyl(2-(methylamino)ethyl)amino)-methyl)-6,7-dihydropyrazolo-[1,5-a]pyrazin-5(4H)-yl)-methanone C12(CC(C1)C2)C(=O)N2CC=1N(CC2)N=C(C1C1CCC(CC1)(COC)COC)CN(CCNC)C